OC1=C2C=CC3=C(C=C(C4=CC=C(C(=C1)O)C2=C43)S(=O)(=O)O)S(=O)(=O)O 6,8-Dihydroxypyrene-1,3-disulfonic acid